C(C1=CC=CC=C1)OC(=O)N1COC([C@@H]1C)=O (S)-N-benzyloxycarbonyl-4-methyl-5-oxo-oxazolidine